3-(4-((4-cyclopropyl-5-(trifluoromethyl)pyrimidin-2-yl)amino)-3-methyl-1H-pyrazol-1-yl)-3-methylpyrrolidin-2-one C1(CC1)C1=NC(=NC=C1C(F)(F)F)NC=1C(=NN(C1)C1(C(NCC1)=O)C)C